2,3,5-tris(trifluoromethyl)benzyl alcohol FC(C1=C(CO)C=C(C=C1C(F)(F)F)C(F)(F)F)(F)F